5-amino-8-[2-(hydroxymethyl)-6-methyl-4-pyridinyl]-2-[(1-methylimidazol-2-yl)methyl]-7-phenyl-[1,2,4]triazolo[4,3-c]pyrimidin-3-one NC1=NC(=C(C=2N1C(N(N2)CC=2N(C=CN2)C)=O)C2=CC(=NC(=C2)C)CO)C2=CC=CC=C2